COC(=O)C=1C(OC2=C(C1)C=CC=C2C=CC)C(F)(F)F 8-n-propenyl-2-trifluoromethyl-2H-benzopyran-3-carboxylic acid methyl ester